Rhenium barium copper oxide [Cu]=O.[Ba].[Re]